ClC=1C=C(C=C(C1)C(=O)N1CCS(CC1)(=O)=O)N1C=CC=2C1=NC=C(C2)C(=O)N2CCC(CC2)(F)F (1-(3-chloro-5-(1,1-dioxothiomorpholin-4-carbonyl)phenyl)-1H-pyrrolo[2,3-b]pyridin-5-yl)(4,4-difluoropiperidin-1-yl)methanone